(S)-tert-butyl 4-(1-fluoro-2-hydroxyethyl)piperidine-1-carboxylate F[C@H](CO)C1CCN(CC1)C(=O)OC(C)(C)C